ethyl 3-[(5-bromo-1-[[2-(trimethylsilyl) ethoxy] methyl]-1H-pyrrolo[2,3-b]pyridin-6-yl) oxy]-3,3-difluoropropionate BrC=1C=C2C(=NC1OC(CC(=O)OCC)(F)F)N(C=C2)COCC[Si](C)(C)C